2-[3-[2-(2-bromoacetyl)phenyl]-3,3-difluoro-propyl]isoindoline-1,3-dione BrCC(=O)C1=C(C=CC=C1)C(CCN1C(C2=CC=CC=C2C1=O)=O)(F)F